CC1=CC(=NC=C1C=1N=CC=2C3=C(N=CC2C1)N(N=C3)COCC[Si](C)(C)C)C(CC)=O 1-(4-methyl-5-(3-((2-(trimethylsilyl)ethoxy)methyl)-3H-pyrazolo[3,4-c][2,6]naphthyridin-7-yl)pyridin-2-yl)propan-1-one